OCCCCC(=O)O 5-hydroxy-valeric acid